8-((3-fluorobenzyl)sulfonyl)-1,3,7-trimethyl-1H-purine-2,6(3H,7H)-dione FC=1C=C(CS(=O)(=O)C2=NC=3N(C(N(C(C3N2C)=O)C)=O)C)C=CC1